1-(3-hydroxypropyl)urea OCCCNC(=O)N